4-((R)-3-((cyclopropylmethyl)amino)piperidin-1-yl)-1-(1-(4-(5-(dimethylamino)pyridin-3-yl)-1H-imidazol-1-yl)ethyl)pyridin-2(1H)-one C1(CC1)CN[C@H]1CN(CCC1)C1=CC(N(C=C1)C(C)N1C=NC(=C1)C=1C=NC=C(C1)N(C)C)=O